5-(2-chlorophenoxy)-6,8-difluoro-3-(((3-fluoropyridin-2-yl)methyl)amino)-4H-benzo[e][1,2,4]thiadiazine 1,1-dioxide ClC1=C(OC2=C(C=C(C3=C2NC(=NS3(=O)=O)NCC3=NC=CC=C3F)F)F)C=CC=C1